(E)-3-(2-((4-(2-(4-chloro-2-fluorophenyl)-2-methylbenzo[d][1,3]dioxol-4-yl)piperidin-1-yl)methyl)-1-(2-cyclopropylethyl)-1H-imidazol-5-yl)acrylic acid ClC1=CC(=C(C=C1)C1(OC2=C(O1)C=CC=C2C2CCN(CC2)CC=2N(C(=CN2)/C=C/C(=O)O)CCC2CC2)C)F